(R)-10-methyl-3-(2-vinylthiazol-5-yl)-9,10,11,12-tetrahydro-8H-[1,4]diazepino[5',6':4,5]thieno[3,2-f]quinolin-8-one C[C@H]1NC(C2=C(C=3C=4C=CC(=NC4C=CC3S2)C2=CN=C(S2)C=C)NC1)=O